FC=1C=2N(C=C(C1)NC(=O)N1CCC=3C1=NC=CC3N3CC1(CC3)OCCN(C1)C(=O)OC(C)(C)C)C=C(N2)C tert-butyl 2-(1-((8-fluoro-2-methylimidazo[1,2-a]pyridin-6-yl) carbamoyl)-2,3-dihydro-1H-pyrrolo[2,3-b]pyridin-4-yl)-6-oxa-2,9-diazaspiro[4.5]decane-9-carboxylate